7-[3-(2-hydroxyethyl)indolin-1-yl]-N-tetrahydropyran-4-yl-thiazolo[5,4-d]pyrimidine-2-carboxamide OCCC1CN(C2=CC=CC=C12)C=1C2=C(N=CN1)SC(=N2)C(=O)NC2CCOCC2